O[C@@H]1C[C@@H]2CC[C@H]3[C@@H]4CC[C@H](CC)[C@]4(CC[C@@H]3[C@]2(CC1)C)C 3β-hydroxy-5α-pregnane